6-methoxy-5-nitroisoindol-1-one COC1=C(C=C2C=NC(C2=C1)=O)[N+](=O)[O-]